Cl.C1(CC1)C=1C=CC=2N(C1)C=C(N2)CN (6-cyclopropylimidazo[1,2-a]pyridin-2-yl)methylamine hydrochloride